CN1N=CC2=CC(=CC=C12)C1CCC(CC1)OC[C@@H]1CN(CC[C@@H]1NS(=O)(=O)C)C(=O)OC methyl (3R,4S)-3-((((1s,4R)-4-(1-methyl-1H-indazol-5-yl)cyclohexyl)oxy)methyl)-4-(methylsulfonamido)piperidine-1-carboxylate